FC1(CCN(CC1)C1=C(C(N(C2=CC(=C(C=C12)OC)O[C@H]1COCC1)C)=O)C#N)C=1OC2=C(N1)C=C(C=C2)C |r| (Rac)-4-[4-fluoro-4-(5-methyl-1,3-benzoxazol-2-yl)piperidin-1-yl]-6-methoxy-1-methyl-2-oxo-7-[oxolan-3-yloxy]-1,2-dihydroquinoline-3-carbonitrile